(S)-N-(2-amino-2-oxoethyl)-3-((S)-sec-butyl)-N-methyl-2-oxo-1,2,3,5-tetrahydro-4H-benzo[e][1,4]diazepine-4-carboxamide NC(CN(C(=O)N1[C@H](C(NC2=C(C1)C=CC=C2)=O)[C@@H](C)CC)C)=O